ClC=1C=C(C=CC1)NC1=NC=NC2=CC=C(C=C12)C=1C=C(C=NC1)C1=NNC(O1)=O 5-(5-(4-((3-chlorophenyl)amino)quinazolin-6-yl)pyridin-3-yl)-1,3,4-oxadiazol-2(3H)-one